4-(Isopropylthio)benzeneboronic acid C(C)(C)SC1=CC=C(C=C1)B(O)O